ClC1=CN=C(S1)[NH-] N-(5-chlorothiazol-2-yl)amide